(S)-2-((((9H-fluoren-9-yl)methoxy)carbonyl)amino)-3-((S)-2-oxopyrrolidin-3-yl)propanoic acid C1=CC=CC=2C3=CC=CC=C3C(C12)COC(=O)N[C@H](C(=O)O)C[C@H]1C(NCC1)=O